BrC=1C=C2C(=NC1)N(C=C2C(C)C)S(=O)(=O)C2=CC=C(C)C=C2 5-bromo-3-isopropyl-1-(p-toluenesulfonyl)pyrrolo[2,3-b]Pyridine